C1=C(NC=N1)N AMINOIMIDAZOLE